4-[6-(1-Methyl-1H-pyrazol-4-yl)pyrazolo[1,5-a]pyrazin-3-yl]piperazine-1-carboxylic acid tert-butyl ester C(C)(C)(C)OC(=O)N1CCN(CC1)C=1C=NN2C1C=NC(=C2)C=2C=NN(C2)C